1,3-dibenzyl-2-(undecan-2-yl)imidazolidine C(C1=CC=CC=C1)N1C(N(CC1)CC1=CC=CC=C1)C(C)CCCCCCCCC